Methyl (S)-2-chloropropionate Cl[C@H](C(=O)OC)C